C1(CCCC1)N1N=C(C=C1C1=C(C=CC=C1)C(F)(F)F)C(=O)N[C@H](CC(=O)O)CCN1CC(C(C(C1)(F)F)(F)F)(F)F (3S)-3-({1-cyclopentyl-5-[2-(trifluoromethyl)phenyl]-1H-pyrazol-3-yl}formamido)-5-(3,3,4,4,5,5-hexafluoropiperidin-1-yl)pentanoic acid